The molecule is a (omega-1)-hydroxy fatty acid that is (4Z,7Z,10Z,13Z,16Z,19Z)-docosahexaenoic acid substituted at position 21 by a hydroxy group. It has a role as a mouse metabolite and a human xenobiotic metabolite. It is a hydroxydocosahexaenoic acid and an (omega-1)-hydroxy fatty acid. It derives from an all-cis-docosa-4,7,10,13,16,19-hexaenoic acid. It is a conjugate acid of a 21-HDoHE(1-). CC(/C=C\\C/C=C\\C/C=C\\C/C=C\\C/C=C\\C/C=C\\CCC(=O)O)O